4,6,8,10,16,18-hexamethylbehenate CC(CCC(=O)[O-])CC(CC(CC(CCCCCC(CC(CCCC)C)C)C)C)C